(Z)-4-(2-ethyl-4-(4-(morpholinosulfonyl)phenyl)-1H-benzo[d]imidazol-1-yl)-3-fluorobut-2-en-1-amine hydrochloride Cl.C(C)C1=NC2=C(N1C/C(=C/CN)/F)C=CC=C2C2=CC=C(C=C2)S(=O)(=O)N2CCOCC2